6-hydroxypyridine-amide OC1=CC=CC(=N1)C(=O)N